O=C1NC(CCC1N1C(C2=C(C=C(C=C2C1=O)CN1CCC(CC1)C1=CC=C(C=C1)N1N=C2C(=CC=CC2=C1)C(=O)N)F)=O)=O 2-(4-(1-((2-(2,6-dioxopiperidin-3-yl)-7-fluoro-1,3-dioxoisoindoline-5-yl)methyl)piperidin-4-yl)phenyl)-2H-indazole-7-carboxamide